CN1N=CC(=C1C1=CC=C(C=C1)CNC1=NC=NC2=C1SC=1N=NC(=C(C12)C)C)C N-[[4-(2,4-dimethylpyrazol-3-yl)phenyl]methyl]-3,4-dimethyl-pyrimido[4',5':4,5]thieno[2,3-c]pyridazin-8-amine